Racemic-1-(1-(6,7-difluoro-1-oxo-1,2-dihydroisoquinolin-4-yl)ethyl)-3-(3,4-difluorophenyl)-1-ethylurea FC=1C=C2C(=CNC(C2=CC1F)=O)[C@@H](C)N(C(=O)NC1=CC(=C(C=C1)F)F)CC |r|